(R)-4-(4-chlorophenyl)-2-isopropyl-1-methylpiperazine ClC1=CC=C(C=C1)N1C[C@H](N(CC1)C)C(C)C